C[C@]12CC=C3[C@]([C@@H]1C[C@@]4(C(=C)[C@]2(C(=O)[C@@](C4=O)(C)O)C(=O)OC)C)([C@@H](CC(=O)C3(C)C)O)C The molecule is a meroterpenoid found in Penicillium rubrum and has been shown to exhibit inhibitory activity against caspase-1. It has a role as a cysteine protease inhibitor and a Penicillium metabolite. It is a cyclic terpene ketone, a meroterpenoid, a tertiary alcohol, a carbopolycyclic compound, a beta-diketone, a methyl ester and a tertiary alpha-hydroxy ketone.